OC1=C(C(=CC(=C1)C)C)C=1C=CC=2C(=NC(=CN2)[C@H]2CN(CCC2)CC(CO)CO)N1 2-[[(3R)-3-[6-(2-hydroxy-4,6-dimethyl-phenyl)pyrido[2,3-b]pyrazin-3-yl]-1-piperidyl]methyl]propane-1,3-diol